2-((2S)-4-(8-fluoro-7-(5-methyl-1H-indazol-4-yl)-2-(((S)-1-methylpyrrolidin-2-yl)methoxy)quinazolin-4-yl)piperazin-2-yl)acetonitrile FC=1C(=CC=C2C(=NC(=NC12)OC[C@H]1N(CCC1)C)N1C[C@@H](NCC1)CC#N)C1=C2C=NNC2=CC=C1C